tert-butyl N-[[6-[(5-cyano-1-oxo-2,7-naphthyridin-2-yl)methyl]-1H-indol-2-yl]methyl]-N-(cyclobutylmethyl)carbamate C(#N)C1=C2C=CN(C(C2=CN=C1)=O)CC1=CC=C2C=C(NC2=C1)CN(C(OC(C)(C)C)=O)CC1CCC1